5-[1-(2-Fluoro-6-methyl-phenyl)-piperidin-4-yl]-7-(2-trifluoromethyl-benzyl)-2,4,5,7-tetrahydro-pyrazolo[3,4-d]pyrimidin-6-on FC1=C(C(=CC=C1)C)N1CCC(CC1)N1C(N(C=2C(C1)=CNN2)CC2=C(C=CC=C2)C(F)(F)F)=O